(3-((3-(3-amino-6-(2-hydroxyphenyl)pyridazin-4-yl)-3,8-diazabicyclo[3.2.1]octan-8-yl)methyl)phenyl)(piperazin-1-yl)methanone NC=1N=NC(=CC1N1CC2CCC(C1)N2CC=2C=C(C=CC2)C(=O)N2CCNCC2)C2=C(C=CC=C2)O